1-methyl-5-[1-(5-methyl-1H-pyrazol-4-yl)-3-(trifluoromethyl)pyrazol-4-yl]imidazole-2-carboxamide CN1C(=NC=C1C=1C(=NN(C1)C=1C=NNC1C)C(F)(F)F)C(=O)N